[5-(1-methylsulfonylcyclopropyl)-1,3,4-oxadiazole-2-carbonyl]oxylithium CS(=O)(=O)C1(CC1)C1=NN=C(O1)C(=O)O[Li]